(+/-)-trans-tert-butyl 4-(4-methoxyphenyl)-3-{[(3-oxoisoindolin-5-yl)oxy]methyl}piperidine-1-carboxylate COC1=CC=C(C=C1)[C@H]1[C@@H](CN(CC1)C(=O)OC(C)(C)C)COC=1C=C2C(NCC2=CC1)=O |r|